2,4-diamino-6-(1-(2,4-dibromophenyl)-1H-1,2,3-triazol-4-yl)quinazoline NC1=NC2=CC=C(C=C2C(=N1)N)C=1N=NN(C1)C1=C(C=C(C=C1)Br)Br